3-methyl-2-oxo-imidazolidine CN1C(NCC1)=O